Ethylene-bis(oxyethylene) C(COC=C)OC=C